C(CCCCCCCCCCC)[Si](OCC)(CCCCCCCCCCCC)CCCCCCCCCCCC tri-n-dodecylethoxysilane